C(CCCCCCCCCCC)(=O)OC[C@H](COC(CCCN(C)C)=O)OC(CCCCCCCCCCC)=O (R)-3-((4-(dimethylamino)butanoyl)oxy)propane-1,2-diol di(dodecanoate)